O=C1N(CCC(N1)=O)C1=NN(C2=C(C=CC=C12)OCCCN1[C@H](CNC[C@H]1C)C)C (3S,5R)-4-(3-((3-(2,4-dioxotetrahydro-pyrimidin-1(2H)-yl)-1-methyl-1H-indazol-7-yl)oxy)propyl)-3,5-dimethylpiperazin